O[C@H]1CN2[C@@H]([C@@H]([C@@H]2CN(C[C@H]1O)C(=O)NC1=CC=C(C=C1)OC)C1=CC=C(C=C1)C#CC1=CC=CC=C1)CS(=O)(=O)C (3S,4R,8R,9R,10S)-3,4-dihydroxy-N-(4-methoxyphenyl)-10-((methylsulfonyl)methyl)-9-(4-(phenylethynyl)phenyl)-1,6-diazabicyclo[6.2.0]decane-6-carboxamide